1-(4-Chlorophenyl)-3-(2-phenylcyclopropyl)urea ClC1=CC=C(C=C1)NC(=O)NC1C(C1)C1=CC=CC=C1